tris(benzylideneaceton) dipalladium [Pd].[Pd].C(C1=CC=CC=C1)=CC(C)=O.C(C1=CC=CC=C1)=CC(C)=O.C(C1=CC=CC=C1)=CC(C)=O